7-isobutyl-3,4-dihydroquinolin-2(1H)-one C(C(C)C)C1=CC=C2CCC(NC2=C1)=O